C(#N)C1=C2C(=NC=C1OC1=CC(=NC=C1)NC(OCCOC)=O)N=C(N2C)NC=2C(N(C=C(C2)C(F)(F)F)C)=O 2-methoxyethyl (4-((7-cyano-1-methyl-2-((1-methyl-2-oxo-5-(trifluoromethyl)-1,2-dihydropyridin-3-yl)amino)-1H-imidazo[4,5-b]pyridin-6-yl)oxy)pyridin-2-yl)carbamate